3-[4-(1,2-Dimethylpropyl)-1-cyclohexen-1-yl]propanal CC(C(C)C)C1CC=C(CC1)CCC=O